N-[(3R)-1-methylpyrrolidin-3-yl]-[2,3'-bipyridine]-6-carboxamide CN1C[C@@H](CC1)NC(=O)C1=CC=CC(=N1)C=1C=NC=CC1